NC=1C(=C(C=CC1)C=1NC(=C2N(C1)C(C(=N2)CC=2OC=CC2)=O)C2=CN=NC(=C2)Cl)F 6-(3-amino-2-fluorophenyl)-8-(6-chloropyridazin-4-yl)-2-(furan-2-ylmethyl)imidazo[1,2-a]pyrazin-3(7H)-one